C(C)(C)(C)C12CN(CC(CC1)N2C(=O)OC[C@@H]2N(CC(C2)(F)F)C2=NN(C1=CC=CC(=C21)Cl)S(=O)(=O)C2=CC=C(C=C2)C)C(C2=C(C=C(C(=C2)F)F)Cl)=O [(2R)-1-[4-chloro-1-(p-tolylsulfonyl)indazol-3-yl]-4,4-difluoro-pyrrolidin-2-yl]methanol tert-butyl-3-(2-chloro-4,5-difluoro-benzoyl)-3,8-diazabicyclo[3.2.1]octane-8-carboxylate